1,1-diphenyl-N-(pyridin-3-ylmethyl)methanimine C1(=CC=CC=C1)C(=NCC=1C=NC=CC1)C1=CC=CC=C1